2-(2-hydroxyethoxy)-5-nitrophenol OCCOC1=C(C=C(C=C1)[N+](=O)[O-])O